1-(1H-benzo[d][1,2,3]triazol-1-yl)anthracene-9,10-dione N1(N=NC2=C1C=CC=C2)C2=CC=CC=1C(C3=CC=CC=C3C(C21)=O)=O